BrC1=CC2=C(N=C(S2)NC(CCl)=O)C=C1 N-(6-bromobenzo[d]thiazol-2-yl)-2-chloroacetamide